(1-(6-Chloro-3-cyanopyridin-2-yl)piperidin-4-yl)carbamate ClC1=CC=C(C(=N1)N1CCC(CC1)NC([O-])=O)C#N